1-(tert-butyl) 2-methyl (2R,5S)-5-allylpyrrolidine-1,2-dicarboxylate C(C=C)[C@@H]1CC[C@@H](N1C(=O)OC(C)(C)C)C(=O)OC